C[C@@H](CC)NC(O[C@H]1C[C@H](CC1)C1=CC(=NN1)NC(CC1=NC=C(N=C1)C(F)(F)F)=O)=O (1R,3S)-3-[3-({[5-(trifluoromethyl)pyrazin-2-yl]acetyl}amino)-1H-pyrazol-5-yl]cyclopentyl (2S)-butan-2-ylcarbamate